3-(2-methyl-2H-indazol-5-yl)-7-(piperidin-4-yl)quinazolin-4(3H)-one CN1N=C2C=CC(=CC2=C1)N1C=NC2=CC(=CC=C2C1=O)C1CCNCC1